ClC1=CC=C(C=C1)C1=C(CCC(C1)(C)C)CN1CN(CC1)C(=O)C=1C=C2CN(C(C2=CC1)=O)C1C(NC(CC1)=O)=O 3-(5-(3-((4'-chloro-5,5-dimethyl-3,4,5,6-tetrahydro-[1,1'-biphenyl]-2-yl)methyl)imidazolidine-1-carbonyl)-1-oxoisoindolin-2-yl)piperidine-2,6-dione